O=C(CC(CC)C1=CC=CC=2CN(OCC21)C(=O)OC(C)(C)C)N2C(OC[C@@H]2C(C)C)=O tert-butyl 8-[1-oxo-1-[(4S)-2-oxo-4-propan-2-yl-1,3-oxazolidin-3-yl]pentan-3-yl]-1,4-dihydro-2,3-benzoxazine-3-carboxylate